7-((3-(benzyloxy)-2-(ethoxycarbonyl)-4-oxopyridin-1(4H)-yl)amino)-6-azaspiro[3.4]Octane-6-carboxylic acid allyl ester C(C=C)OC(=O)N1CC2(CCC2)CC1NN1C(=C(C(C=C1)=O)OCC1=CC=CC=C1)C(=O)OCC